4-Tosyl chloride CC1=CC=C(C=C1)S(=O)(=O)Cl